3-(8-(2-methoxyethyl)-3-(p-tolyl)-1,4,8-triazaspiro[4.5]decan-1,3-dien-2-yl)-N-(quinolin-3-yl)acrylamide COCCN1CCC2(N=C(C(=N2)C=CC(=O)NC=2C=NC3=CC=CC=C3C2)C2=CC=C(C=C2)C)CC1